6-(4-Fluorophenyl)-8-methoxy-N-(1-tetrahydropyran-4-ylethyl)quinazolin-4-amine FC1=CC=C(C=C1)C=1C=C2C(=NC=NC2=C(C1)OC)NC(C)C1CCOCC1